C(C)(C)(C)[Si](C)(C)OC1CCCC=2C(=NC(=NC12)Cl)SC tert-Butyl-[(2-chloro-4-methylsulfanyl-5,6,7,8-tetrahydroquinazolin-8-yl)oxy]-dimethyl-silane